S(=O)(=O)([O-])[O-].[Cd+2] Cadmium sulfat